(R)-2-(benzofuran-3-yl)-1-((5-methyl-2-nitrophenyl)methylsulfonyl)ethylboronic acid O1C=C(C2=C1C=CC=C2)C[C@H](S(=O)(=O)CC2=C(C=CC(=C2)C)[N+](=O)[O-])B(O)O